CN(C)C(CCCCCCCCC)CCCCCCCCCCCCC\C=C/CCCCCCC (24Z)-N,N-dimethyldotriacontan-24-en-10-ylamine